methanesulfonic acid (E)-3-(4-{4-methyl-6-(tetrahydropyran-2-yloxy)-3-[3-(tetrahydropyran-2-yloxy)phenyl]-2H-chromen-2-yl}phenyl)allylester CC1=C(C(OC2=CC=C(C=C12)OC1OCCCC1)C1=CC=C(C=C1)/C=C/COS(=O)(=O)C)C1=CC(=CC=C1)OC1OCCCC1